C[C@@H]1OC2=C(C1(C1=CC=CC=C1)C)C=C(C=C2C(NC)=O)C(=O)OC2(CCCC2)C#CC=2C(=NC=CC2Cl)N |o1:1| 1-((2-amino-4-chloropyridin-3-yl)ethynyl)cyclopentane-1-ol methyl-(S*)-3-methyl-7-(methylcarbamoyl)-3-phenyl-2,3-dihydrobenzofuran-5-carboxylate